FC1=C(C(=C(C=C1OC)OC)F)C1=CC2=C(N=C(N=C2)N[C@H]2[C@H](COC2)NC(C=C)=O)C(=N1)N[C@@H](C)C(C)(C)C N-((3R,4S)-4-((6-(2,6-difluoro-3,5-dimethoxyphenyl)-8-(((S)-3,3-dimethylbutan-2-yl)amino)pyrido[3,4-d]pyrimidin-2-yl)amino)tetrahydrofuran-3-yl)acrylamide